OC(=O)C(F)(F)F.O=C1NCC2(N1CCNC2)C(=O)OC methyl 3-oxo-1,2,5,6,7,8-hexahydroimidazo[1,5-a]pyrazine-8a-carboxylate TFA salt